5-fluoro-N-isopropyl-2-((4-(6-((tetrahydro-2H-pyran-4-yl)methyl)-2,6-diazaspiro[3.3]heptan-2-yl)pyrimidin-5-yl)oxy)benzenesulfonamide TFA salt OC(=O)C(F)(F)F.FC=1C=CC(=C(C1)S(=O)(=O)NC(C)C)OC=1C(=NC=NC1)N1CC2(C1)CN(C2)CC2CCOCC2